CC1(OB(OC1(C)C)C=1C=C(C=CC1)C1(COC1)O)C 3-(3-(4,4,5,5-tetramethyl-1,3,2-dioxaborolan-2-yl)phenyl)oxetan-3-ol